C(C)OC(C(CC(CC1=CC=CC=C1)=O)=O)=O 2,4-dioxo-5-phenylpentanoic acid ethyl ester